CN(C=CC(C)=O)C 1-(dimethylamino)-1-buten-3-one